3-(4-methyl-3-nitrophenoxymethyl)pyridine CC1=C(C=C(OCC=2C=NC=CC2)C=C1)[N+](=O)[O-]